CC=1C=CC2=C(C(=NO2)N2C(NC3(CC(C3)C3=CC=CC=C3)C2=O)=O)C1 7-(5-methyl-1,2-benzoxazol-3-yl)-2-phenyl-5,7-diazaspiro[3.4]octane-6,8-dione